FC1=C(C=C(C(=O)OCC)C#N)C=CC=C1 ethyl 2-fluoro-α-cyanocinnamate